Cl.CN(CC(COC1=C(C=CC=C1)CCC1=CC(=CC=C1)OC)OC(CCC(=O)O)=O)C succinic acid mono[2-(dimethylamino)-1-[[2-[2-(3-methoxyphenyl) ethyl] phenoxy] methyl] ethyl] ester hydrochloride